1-(2,2,2-trifluoroethyl)-3-(4-(trifluoromethyl)pyridin-2-yl)-1,3,8-triazaspiro[4.5]decane-2,4-dione hydrochloride Cl.FC(CN1C(N(C(C12CCNCC2)=O)C2=NC=CC(=C2)C(F)(F)F)=O)(F)F